C(CCCCCCCCCCCCC)(=O)O.[O-2].[Ca+2] calcium oxide (myristate)